CN1C(C(CC1)CC#C)=O 1-methyl-3-(prop-2-yn-1-yl)pyrrolidin-2-one